CC1=NC(=CC=C1S(=O)(=O)N1CC2(C1)CN(C2)[C@H]2C[C@@H](OCC2)C)C(F)(F)F 2-((2-methyl-6-(trifluoromethyl)pyridin-3-yl)sulfonyl)-6-((2S,4R)-2-methyltetrahydro-2H-pyran-4-yl)-2,6-diazaspiro[3.3]heptane